1-(bromomethyl)-4-diethoxyphosphoryl-benzene BrCC1=CC=C(C=C1)P(=O)(OCC)OCC